[4-(2-fluoro-4-methylsulfonylphenyl)-2-methylpiperazine-1-carbonyl]-6-methyl-N-(1-methylcyclopropyl)furo[2,3-d]pyrimidin-4-amine FC1=C(C=CC(=C1)S(=O)(=O)C)N1CC(N(CC1)C(=O)C=1N=C(C2=C(N1)OC(=C2)C)NC2(CC2)C)C